(Z)-2-(chloromethyl)-N-hydroxyimidazo[1,2-a]pyridine-6-carboximidamide ClCC=1N=C2N(C=C(C=C2)/C(/NO)=N/[H])C1